4-[(3S)-3-amino-3-methylpyrrolidin-1-yl]-6-cyano-N-cyclobutyl-5-(3,5-difluorophenyl)pyridine-3-carboxamide N[C@@]1(CN(CC1)C1=C(C=NC(=C1C1=CC(=CC(=C1)F)F)C#N)C(=O)NC1CCC1)C